C(C)(C)OC([C@H](CCC(C=[N+]=[N-])=O)NC(COC(C([2H])([2H])[2H])([2H])[2H])=O)=O.ClC1=CC(=C(C=C1)NC(=O)[C@H]1NCCC1)F (S)-N-(4-chloro-2-fluorophenyl)pyrrolidine-2-carboxamide isopropyl-(S)-6-diazo-2-(2-(ethoxy-d5)acetamido)-5-oxohexanoate